FC1=C(NC=2C3=C(N=CN2)C=CC(=N3)N3CCN(CC3)C(C=C)=O)C=CC(=C1C)OC1=CC3=C(N(N=N3)C)C(=C1)F 1-[4-[4-[2-fluoro-4-(7-fluoro-1-methyl-benzotriazol-5-yl)oxy-3-methyl-anilino]pyrido[3,2-d]pyrimidin-6-yl]piperazin-1-yl]prop-2-en-1-one